3-(2,3-dihydro-1H-indol-1-ylcarbonyl)-1,2,2-trimethylcyclopentanecarboxylic acid N1(CCC2=CC=CC=C12)C(=O)C1C(C(CC1)(C(=O)O)C)(C)C